ON1C(=O)C2C3(C=CC(C2C1=O)C3(C)C)C N-hydroxy-5-bornene-2,3-dicarboximide